O1C(CCC12C=CC(C=C2)=O)=O oxaspiro(4.5)deca-6,9-diene-2,8-dione